3-methoxy-4-(4-methoxy-4-methyl-1-piperidyl)aniline methyl-2-((1-(2-(6-chlorochroman-3-yl)-6-methyl-1-oxoisoindolin-4-yl)ethyl)amino)benzoate COC(C1=C(C=CC=C1)NC(C)C1=C2CN(C(C2=CC(=C1)C)=O)C1COC2=CC=C(C=C2C1)Cl)=O.COC=1C=C(N)C=CC1N1CCC(CC1)(C)OC